(2S)-1-benzyl 2-(2,2,2-trifluoro-1-(4-(trifluoromethyl)phenyl)ethyl) pyrrolidine-1,2-dicarboxylate N1([C@@H](CCC1)C(=O)OC(C(F)(F)F)C1=CC=C(C=C1)C(F)(F)F)C(=O)OCC1=CC=CC=C1